ClC1=NC=CC(=C1NC(OC(C)(C)C)=O)C=O tert-Butyl N-(2-chloro-4-formylpyridin-3-yl)carbamate